CN(C)[Ta](N(C)C)(N(C)C)(N(C)C)N(C)C penta(dimethylamino)tantalum (V)